6-(7-(2-amino-7-fluorobenzo[d]thiazol-4-yl)-6-chloro-8-fluoro-2-(((2R,7aS)-2-fluorotetrahydro-1H-pyrrolizin-7a(5H)-yl)methoxy)quinazolin-4-yl)-2,6-diazaspiro[3.5]nonane-2-carbonitrile NC=1SC2=C(N1)C(=CC=C2F)C2=C(C=C1C(=NC(=NC1=C2F)OC[C@]21CCCN1C[C@@H](C2)F)N2CC1(CN(C1)C#N)CCC2)Cl